2-formyl-6-[(2-methyltetrazol-5-yl)methoxy]-2,3-dihydro-1H-indene-4-carbonitrile C(=O)C1CC=2C=C(C=C(C2C1)C#N)OCC=1N=NN(N1)C